4-(4-methyl-7-morpholino-quinazolin-5-yl)oxycyclohexanamine CC1=NC=NC2=CC(=CC(=C12)OC1CCC(CC1)N)N1CCOCC1